CC/C=C\\CCO The molecule is a hex-3-en-1-ol in which the double bond adopts a Z-configuration. Also known as leaf alcohol, it is emitted by green plants upon mechanical damage. Used as a flavourant in tea. It has a role as an insect attractant, a plant metabolite and a fragrance.